(Z)-ethyl (((2-(((tert-butoxycarbonyl)amino) methyl)phenyl)amino)((2-oxoethyl)thio)methylene)carbamate C(C)(C)(C)OC(=O)NCC1=C(C=CC=C1)N/C(/SCC=O)=N/C(OCC)=O